[N].C(C)(C)(C)OC(=O)C(CCC[C@H](N)C(=O)O)N.[N] nitrogen epsilon-(tert-butoxycarbonyl)-L-lysine nitrogen